2-(Bromomethyl)-6-cyclopropylimidazo[1,2-a]pyridine BrCC=1N=C2N(C=C(C=C2)C2CC2)C1